C(C)(=O)N[C@H]1[C@@H](O[C@H]([C@@H]([C@@H]1OCC1=CC=CC=C1)OCC1=CC2=CC=CC=C2C=C1)CO[Si](C1=CC=CC=C1)(C1=CC=CC=C1)C(C)(C)C)O[C@@H]1[C@H]([C@H](OCC=C)O[C@@H]([C@@H]1N=[N+]=[N-])C)NC(C(Cl)Cl)=O Allyl 2-acetamido-3-O-benzyl-2-deoxy-4-O-(2-naphthylmethyl)-6-O-tert-butyldiphenylsilyl-α-L-altropyranosyl-(1→3)-4-azido-2-dichloroacetamido-2,4,6-trideoxy-β-D-galactopyranoside